[Fe].[Cr].[Cu] copper-chromium iron